C(=O)[C@H]1[C@@](C1)(C(=O)OCC)C |r| rac-ethyl (1r,2r)-2-formyl-1-methylcyclopropane-1-carboxylate